4-((1-methyl-1H-indol-3-yl)methyl)-N-(3-(trifluoromethyl)phenyl)piperidine-1-carboxamide sodium 2,7-dihydroxynaphthalene-3,6-disulfonate OC1=CC2=CC(=C(C=C2C=C1S(=O)(=O)[O-])S(=O)(=O)[O-])O.[Na+].CN1C=C(C2=CC=CC=C12)CC1CCN(CC1)C(=O)NC1=CC(=CC=C1)C(F)(F)F.[Na+]